4-(6-but-2-enyl-7-oxo-1H-pyrrolo[2,3-c]pyridin-4-yl)-N-cyclopropylbenzamide C(C=CC)N1C(C2=C(C(=C1)C1=CC=C(C(=O)NC3CC3)C=C1)C=CN2)=O